3,4-difluoro-5-[[3-fluoro-2-(2-fluoroethylaminosulfonylamino)pyridin-4-yl]methyl]-2-(2-fluoro-4-iodoanilino)benzamide FC=1C(=C(C(=O)N)C=C(C1F)CC1=C(C(=NC=C1)NS(=O)(=O)NCCF)F)NC1=C(C=C(C=C1)I)F